O1C[C@@H](CC1)OC1=CC=C(C=C1)C1=CC=C(C=C1)C=O (R)-4'-(tetrahydrofuran-3-yloxy)-4-formylbiphenyl